CC1C(C(CC(=C1)C)C)C=O 2,4,6-TRIMETHYL-3-CYCLOHEXENE-1-CARBOXALDEHYDE